(16R,20S)-12-(2,6-Dimethylphenyl)-20-(3-methylbutyl)-15-oxa-8λ6-thia-1,9,11,18,22-pentaazatetracyclo[14.4.1.13,7.110,14]tricosa-3(23),4,6,10(22),11,13-hexaene-2,8,8-trione CC1=C(C(=CC=C1)C)C1=NC=2NS(C3=CC=CC(C(N4[C@H](CNC[C@@H](OC(=C1)N2)C4)CCC(C)C)=O)=C3)(=O)=O